C(CCCCCCCCCCCCCCCCC)OC=1C=C(C(=O)N)C=C(C1OCCCCCCCCCCCCCCCCCC)OCCCCCCCCCCCCCCCCCC 3,4,5-Tris(octadecyloxy)benzamide